N-(5-((3-acetamidopropyl)(methyl)amino)quinolin-8-yl)picolinamide C(C)(=O)NCCCN(C1=C2C=CC=NC2=C(C=C1)NC(C1=NC=CC=C1)=O)C